(E)-3-ethylsulfanyl-N-methyl-pyridine-2-carboxamide C(C)SC=1C(=NC=CC1)C(=O)NC